(1s,3s,4s,5r,6s)-6-(cyclopropylmethyl)-5-fluoro-2-azabicyclo[2.2.2]octane-2,3-dicarboxylic acid 3-benzyl ester C(C1=CC=CC=C1)OC(=O)[C@H]1N([C@@H]2[C@@H]([C@H]([C@H]1CC2)F)CC2CC2)C(=O)O